NC(CO)(CO)CO 2-amino-2-hydroxymethyl-propane-1,3-diol